C(CCCC)[Zn]CCCCC diamylzinc